C1=C2C=3C=CC=CC3N3C2=C(C=C1)C1=CC(=CC=C13)N indolo[3,2,1-jk]carbazol-5-amine